5-(3,3-dimethyl-2-oxo-1-(pyridin-3-yl)indolin-4-yl)-N-(4-fluorophenyl)-2-(trifluoromethyl)benzamide CC1(C(N(C2=CC=CC(=C12)C=1C=CC(=C(C(=O)NC2=CC=C(C=C2)F)C1)C(F)(F)F)C=1C=NC=CC1)=O)C